O=C1NC(CCC1N1C(C2=CC=CC(=C2C1)SCC(=O)N1CCN(CC1)C1=CC=C(C(=O)N2CCC(CC2)CCCCNC(\C=C\C=2C=NC=CC2)=O)C=C1)=O)=O (E)-N-(4-(1-(4-(4-(2-((2-(2,6-dioxopiperidin-3-yl)-1-oxoisoindoline-4-yl)thio)acetyl)piperazin-1-yl)benzoyl)piperidin-4-yl)butyl)-3-(pyridin-3-yl)acrylamide